methyl 5-bromopyridine-2-carboxylate BrC=1C=CC(=NC1)C(=O)OC